1,3-dimethyl-4-methylimidazole CN1CN(C(=C1)C)C